C(C)N(CC1=CC=CC=C1)CC Diethyl-benzylamin